NCC(=O)N1C(C=2N(CC1)C(=C(N2)C2=CC(=C(C=C2)F)F)NC2=NC=C(C=C2)F)(C)C 2-amino-1-(2-(3,4-difluorophenyl)-3-((5-fluoropyridin-2-yl)amino)-8,8-dimethyl-5,6-dihydroimidazo[1,2-a]pyrazin-7(8H)-yl)ethan-1-one